1,2-dimethyl-3-hydroxypyridine-4-one CN1C(=C(C(C=C1)=O)O)C